N-(1-(3-Isopropoxynaphthalen-1-yl)cyclopropyl)-2-methyl-5-((1-methyl-azetidin-2-yl)methoxy)benzamide C(C)(C)OC=1C=C(C2=CC=CC=C2C1)C1(CC1)NC(C1=C(C=CC(=C1)OCC1N(CC1)C)C)=O